5-methyl-3-(5-spiro[2H-benzofuran-3,1'-cyclopropane]-4-yloxypyrazin-2-yl)-1H-imidazo[4,5-b]pyridin-2-one CC1=CC=C2C(=N1)N(C(N2)=O)C2=NC=C(N=C2)OC2=CC=CC1=C2C2(CC2)CO1